FC(CN1N=CC=2N(C(N([C@H](C21)C)C2CCN(CC2)C2=C(C=CC=C2C)F)=O)CC2=C(C=CC=C2)C(F)(F)F)(C)F |o1:10| (S)- or (R)-1-(2,2-Difluoro-propyl)-6-[1-(2-fluoro-6-methyl-phenyl)-piperidin-4-yl]-7-methyl-4-(2-trifluoromethyl-benzyl)-1,4,6,7-tetrahydro-pyrazolo[4,3-d]pyrimidin-5-one